2,4-dichloro-6-methyl-6,7-dihydrothieno[3,2-d]pyrimidine ClC=1N=C(C2=C(N1)CC(S2)C)Cl